4-sulfamoyl-6-(trifluoromethyl)picolinic acid lithium salt [Li+].S(N)(=O)(=O)C1=CC(=NC(=C1)C(F)(F)F)C(=O)[O-]